COC=1C=C(C=C(C1)OC)C=CC1=CC(=C(C=C1)OC)N 3,4',5-trimethoxy-3'-aminostilbene